CC1=C(C(=CC(=C1)N1CC2=C(CCC1)C=C(C=C2)OCC2(CC2)C(F)(F)F)C)C(C(=O)N)C(C)(C)C (2,6-dimethyl-4-(7-((1-(trifluoromethyl)cyclopropyl)methoxy)-1,3,4,5-tetrahydro-2H-benzo[c]azepin-2-yl)phenyl)-3,3-dimethylbutanamide